C(C)OC(=O)C=1C=CNC1C1=CC(=CC=C1)SC 5-(3-(methylthio)phenyl)Azole-4-carboxylic acid ethyl ester